5-(2-chloropyrimidin-4-yl)-3-methyl-2-(tetrahydro-2H-pyran-2-yl)-2H-indazole ClC1=NC=CC(=N1)C1=CC2=C(N(N=C2C=C1)C1OCCCC1)C